tert-butyl (2S,4S)-4-(8-chloro-7-(8-cyanonaphthalen-1-yl)-6-fluoro-4-(methylthio)-1H-pyrazolo[4,3-c]quinolin-1-yl)-2-(2-hydroxyethyl)piperidine-1-carboxylate ClC1=CC=2C3=C(C(=NC2C(=C1C1=CC=CC2=CC=CC(=C12)C#N)F)SC)C=NN3[C@@H]3C[C@H](N(CC3)C(=O)OC(C)(C)C)CCO